C(C1CO1)OC1=CC=C(C=C1)C=1C(C2=CC3=CC=CC=C3C2=CC1)=O 4-(2,3-epoxypropoxy)-phenyl-fluorenone